N-(5-amino-2-(4-(4-(4-(trifluoromethyl)phenyl)thiazol-2-yl)piperazine-1-carbonyl)phenyl)pyridine-3-sulfonamide NC=1C=CC(=C(C1)NS(=O)(=O)C=1C=NC=CC1)C(=O)N1CCN(CC1)C=1SC=C(N1)C1=CC=C(C=C1)C(F)(F)F